CN1N=C(C=C1C)NC1=NC=C(C(=N1)C1=CNC2=C(C(=CC=C12)F)NC(C)=O)C N-(3-(2-((1,5-dimethyl-1H-pyrazol-3-yl)amino)-5-methylpyrimidin-4-yl)-6-fluoro-1H-indol-7-yl)acetamide